1,3-bis(m-aminophenoxy)benzene NC=1C=C(OC2=CC(=CC=C2)OC2=CC(=CC=C2)N)C=CC1